ClC1=CC=C(CN2C3(CCN(C3)C(=O)NC3CC3)C(N(CC2=O)C(C)C)=O)C=C1 6-(4-chlorobenzyl)-N-cyclopropyl-9-isopropyl-7,10-dioxo-2,6,9-triazaspiro[4.5]decane-2-carboxamide